C(C(=C)C)(=O)OCCCCCC1=CC=C2C=CC3=CC=CC4=CC=C1C2=C34 5-(1-pyrenyl)pentyl methacrylate